perfluorooctyltriethoxysilane tert-butyl-((1r,3r)-3-(4-(2-(4-(4-(5-methyl-1,3,4-oxadiazol-2-yl)benzeneOxy)phenyl)propan-2-yl)phenoxy)cyclobutyl)carbamate C(C)(C)(C)N(C(O)=O)C1CC(C1)OC1=CC=C(C=C1)C(C)(C)C1=CC=C(C=C1)OC1=CC=C(C=C1)C=1OC(=NN1)C.FC(C(F)(F)F)(O[Si](OC(C(F)(F)F)(F)F)(OC(C(F)(F)F)(F)F)C(C(C(C(C(C(C(C(F)(F)F)(F)F)(F)F)(F)F)(F)F)(F)F)(F)F)(F)F)F